1-{1-[2-(1H-1,3-Benzodiazol-2-yl)ethyl]piperidin-4-yl}-N-[(3-fluoropyridin-2-yl)methyl]-1H-pyrazole-4-carboxamide N1C(=NC2=C1C=CC=C2)CCN2CCC(CC2)N2N=CC(=C2)C(=O)NCC2=NC=CC=C2F